(4-(2-chloro-4-((3-(2,3-difluoro-4-methoxyphenyl)imidazo[1,2-a]pyrazin-8-yl)amino)-6-fluorobenzoyl)piperazin-1-yl)((2S,4R)-4-hydroxypyrrolidin-2-yl)methanone dihydrochloride Cl.Cl.ClC1=C(C(=O)N2CCN(CC2)C(=O)[C@H]2NC[C@@H](C2)O)C(=CC(=C1)NC=1C=2N(C=CN1)C(=CN2)C2=C(C(=C(C=C2)OC)F)F)F